N1(CCCCC1)C(=O)OCC([C@H](C[C@H]1C(N(CC1)[C@H](C)OC(=O)OC)=O)NC([C@@H](NC(=O)C=1NC2=CC=CC(=C2C1)OC)CC(C)C)=O)=O (3S)-4-[(3S)-1-{(1S)-1-[(methoxycarbonyl)oxy]ethyl}-2-oxopyrrolidin-3-yl]-3-({N-[(4-methoxy-1H-indol-2-yl)carbonyl]-L-leucyl}amino)-2-oxobutyl piperidine-1-carboxylate